[Si].[Cu].[Al].[Cu] copper aluminum copper silicon